CC12C(CN(C1)C1=CC=C(C=C1)N1CCN(CC1)S(=O)(=O)C)(CN(C2)C(=O)OC(C)(C)C)C tert-Butyl 3a,6a-dimethyl-5-(4-(4-(methylsulfonyl)piperazin-1-yl)phenyl)hexahydropyrrolo[3,4-c]pyrrole-2(1H)-carboxylate